Methyl 2-(5-(((3E)-6-((2-((tert-butoxycarbonyl)imino)-3-methyl-2,3-dihydro-1H-imidazole-1-yl)methyl)-8-(4-fluoro-2-methylphenyl)-4-oxochroman-3-ylidene)methyl)-2-fluorophenoxy)acetate C(C)(C)(C)OC(=O)N=C1N(C=CN1C)CC=1C=C2C(\C(\COC2=C(C1)C1=C(C=C(C=C1)F)C)=C\C=1C=CC(=C(OCC(=O)OC)C1)F)=O